C[Si](O[Si](C1=CC=CC=C1)(C1=CC=CC=C1)C1=CC=CC=C1)(C=C)C 1,1-dimethyl-3,3,3-triphenyl-1-vinyldisiloxane